5-(4-Bromo-1H-Indazol-7-yl)-N-[(1R,3s,5S)-1,5-dimethyl-8-azabicyclo[3.2.1]octan-3-yl]-N-methyl[1,3]thiazolo[5,4-d][1,3]thiazol-2-amin BrC1=C2C=NNC2=C(C=C1)C=1SC2=C(N1)SC(=N2)N(C)C2C[C@]1(CC[C@@](C2)(N1)C)C